N-[(1-amino-3,3-diethylcyclobutyl)methyl]-4-fluoroaniline NC1(CC(C1)(CC)CC)CNC1=CC=C(C=C1)F